(4S)-7-(3,5-dimethylisoxazol-4-yl)-2-[4-(ethylsulfonyl)-1,4-diazepan-1-yl]-4-pyridin-2-yl-4,5-dihydroimidazo[1,5,4-de][1,4]benzoxazine CC1=NOC(=C1C1=CC=C2C=3N([C@H](COC31)C3=NC=CC=C3)C(=N2)N2CCN(CCC2)S(=O)(=O)CC)C